CC1=C(C(NC(=C1)C)=O)CNC(C1=C(C(=CC(=C1)C=1C=NC(=CC1)C=O)N(C1CCOCC1)CC)C)=O N-((4,6-dimethyl-2-oxo-1,2-dihydropyridin-3-yl)methyl)-3-(ethyl-(tetrahydro-2H-pyran-4-yl)amino)-5-(6-formylpyridin-3-yl)-2-methylbenzamide